ClC1=CC=C(C=C1)C1=C(CCC(C1)(C)C)CN1CC2CCC(C1)N2C(=O)C=2C=C1C(N(C(C1=CC2)=O)C2C(NC(CC2)=O)=O)=O 5-(3-((4'-chloro-5,5-dimethyl-3,4,5,6-tetrahydro-[1,1'-biphenyl]-2-yl)methyl)-3,8-diazabicyclo[3.2.1]octane-8-carbonyl)-2-(2,6-dioxopiperidin-3-yl)isoindoline-1,3-dione